2-[6-amino-5-[8-[2-[3-(7-oxa-1-azaspiro[3.4]octan-1-yl)prop-1-ynyl]-4-pyridyl]-3,8-diazabicyclo[3.2.1]octan-3-yl]pyridazin-3-yl]phenol NC1=C(C=C(N=N1)C1=C(C=CC=C1)O)N1CC2CCC(C1)N2C2=CC(=NC=C2)C#CCN2CCC21CCOC1